3-((3,6-dibromo-2-chlorophenyl)amino)piperidine-2,6-dione BrC=1C(=C(C(=CC1)Br)NC1C(NC(CC1)=O)=O)Cl